ClC=1C=C(C=C(C1N[C@@H](CSC1=CC=C(C=C1)F)CCN1CC(C1)OC(F)F)Cl)S(=O)(=O)NC(=O)[C@@]1(OCCCC1)C (R)-N-((3,5-dichloro-4-(((R)-4-(3-(difluoromethoxy)azetidin-1-yl)-1-((4-fluorophenyl)thio)butan-2-yl)amino)phenyl)sulfonyl)-2-methyltetrahydro-2H-pyran-2-carboxamide